4-(trifluoromethyl)phenyl-ethanone FC(C1=CC=C(C=C1)C(C)=O)(F)F